N-[(2-chloro-quinolin-7-yl)methyl]-2-cyclopropoxy-N-(2-methanesulfonylpyridin-3-yl)acetamide ClC1=NC2=CC(=CC=C2C=C1)CN(C(COC1CC1)=O)C=1C(=NC=CC1)S(=O)(=O)C